tri(3-chloro-phenyl)phosphine oxide ClC=1C=C(C=CC1)P(C1=CC(=CC=C1)Cl)(C1=CC(=CC=C1)Cl)=O